6-(Tetrahydrofuran-3-yl)quinoline-4-carboxylic acid O1CC(CC1)C=1C=C2C(=CC=NC2=CC1)C(=O)O